OCC1=NC(=NC=C1)N1CCC(CC1)CNC(OC(C)(C)C)=O tert-Butyl ((1-(4-(hydroxymethyl)pyrimidin-2-yl)piperidin-4-yl)methyl)carbamate